7-(1-(adamantan-1-ylmethyl)-5-methyl-1H-pyrazol-4-yl)-3-(2-(benzo[d]thiazol-2-ylamino)pyrimidin-5-yl)imidazo[1,2-a]pyridine-8-carboxylic acid C12(CC3CC(CC(C1)C3)C2)CN2N=CC(=C2C)C2=C(C=3N(C=C2)C(=CN3)C=3C=NC(=NC3)NC=3SC2=C(N3)C=CC=C2)C(=O)O